Cl.FC(C(CN)(C)C)F 3,3-difluoro-2,2-dimethyl-propan-1-amine hydrochloride